BrC=1C=NC=2CCN(CC2C1)CC1=C(C(=CC(=C1)F)F)OC1CC1 3-Bromo-6-(2-cyclopropoxy-3,5-difluorobenzyl)-7,8-dihydro-1,6-naphthyridin